C(C)(C)(C)OC(=O)N1CCC(CC1)CCN1[C@H](CN(CC1)C(=O)OCC1=CC=CC=C1)C benzyl (3S)-4-[2-(1-tert-butoxycarbonyl-4-piperidyl)ethyl]-3-methyl-piperazine-1-carboxylate